2-(5-fluoro-2,3-dihydro-1H-inden-1-yl)-4-(trifluoromethyl)benzoic acid methyl ester COC(C1=C(C=C(C=C1)C(F)(F)F)C1CCC2=CC(=CC=C12)F)=O